C(O)(=O)OC1CCC(C2=CC=CC=C12)O 1,2,3,4-tetrahydronaphthalene-1,4-diol carbonate